benzothiophene isothiocyanate [N-]=C=S.S1C=CC2=C1C=CC=C2